3-{[(6-cyanopyridin-3-yl)carbamoyl]amino}-3-(pyridin-3-yl)propionic acid C(#N)C1=CC=C(C=N1)NC(=O)NC(CC(=O)O)C=1C=NC=CC1